ClC=1C=C(C(=NC1)N1C(N(C=2C=NC=3C=C(C(=CC3C21)C=2C=NN(C2)C)OC)C)=O)F 1-(5-Chloro-3-fluoropyridin-2-yl)-7-methoxy-3-methyl-8-(1-methyl-1H-pyrazol-4-yl)-1,3-dihydroimidazo[4,5-c]-quinolin-2-one